CNC1CCN(CCC1)C1=C2C(=NC=C1)NC=C2C=2C=NC=NC2 N-methyl-1-(3-pyrimidin-5-yl-1H-pyrrolo[2,3-b]pyridin-4-yl)azepan-4-amine